4-benzamidocarbonyl-N-hydroxyphthalimide C(C1=CC=CC=C1)(=O)NC(=O)C=1C=C2C(C(=O)N(C2=O)O)=CC1